COC=1C=C2CCN(C(C2=CC1)(C)C)C 6-methoxy-1,1,2-trimethyl-3,4-dihydroisoquinoline